ClC=1C2=C(SC1C(=O)C1=C(C=CC=C1)C(F)(F)F)C=C(C=C2)OC (3-chloro-6-methoxybenzo[b]thiophen-2-yl)(2-(trifluoromethyl)phenyl)methanone